ClC1=NC(=CC=2C1=CN(N2)C)Cl 4,6-Dichloro-2-methylpyrazolo[4,3-C]pyridine